S-tert-leucinol CC(C)(C)[C@@H](CO)N